2-(2-(cyclopropanesulfonylamino)thiazol-4-yl)-N-(2-fluoro-4-(pyridin-3-yl)phenyl)-2-methoxyacetamide C1(CC1)S(=O)(=O)NC=1SC=C(N1)C(C(=O)NC1=C(C=C(C=C1)C=1C=NC=CC1)F)OC